(1S,2R)-2-(METHOXYCARBONYL)CYCLOPROPANECARBOXYLIC ACID COC(=O)[C@H]1[C@H](C1)C(=O)O